C(C)(C)(C)OC(=O)N(C=1C(=C(C2=C(OCC[C@@H]3N(C2)CCN(C3)C(=O)OC(C)(C)C)C1)F)[N+](=O)[O-])C(C(=O)OC)CC tert-butyl (4aS)-9-((tert-butoxycarbonyl)(1-methoxy-1-oxobutan-2-yl)amino)-11-fluoro-10-nitro-1,2,4,4a,5,6-hexahydro-3H,12H-benzo[b]pyrazino[1,2-e][1,5]oxazocine-3-carboxylate